tert-butyl 7-(benzylthio)-3-(hydroxymethyl)-5-methyl-1H-indazole-1-carboxylate C(C1=CC=CC=C1)SC=1C=C(C=C2C(=NN(C12)C(=O)OC(C)(C)C)CO)C